ClC=1C=C2C(=CC(=NC2=C(C1)C(C)NC1=C(C(=O)O)C=CC=C1)N1CCOCC1)C#C 2-[1-(6-chloro-4-ethynyl-2-morpholino-8-quinolyl)ethylamino]benzoic acid